NC1=CC(=C(C(=O)NCC2(CCCCCC2)C2=CC=C(C=C2)C(F)(F)F)C=C1Cl)OC 4-amino-5-chloro-2-methoxy-N-((1-(4-(trifluoromethyl)phenyl)cycloheptyl)methyl)benzamide